(S)-N-(5-(3,3-dimethyl-1-(4-methyl-4H-1,2,4-triazol-3-yl)cyclobutyl)-2-fluorophenyl)-5-((3-methylpiperidin-1-yl)methyl)-2-oxo-1-(2,2,2-trifluoroethyl)-1,2-dihydropyridine-3-carboxamide CC1(CC(C1)(C1=NN=CN1C)C=1C=CC(=C(C1)NC(=O)C=1C(N(C=C(C1)CN1C[C@H](CCC1)C)CC(F)(F)F)=O)F)C